BrC=1C=C2C(CC3(CCN(CC3)C(=O)[O-])C2=CC1)OC1=C(C=CC=C1)CC(=O)OCC 5-bromo-3-(2-(2-ethoxy-2-oxoethyl) phenoxy)-2,3-dihydrospiro[indene-1,4'-piperidin]-1'-carboxylate